ClC=1C=NC(=C(C(=O)N(C)CC2=CC(=CC=C2)OC(F)F)C1)OC(F)F 5-chloro-2-(difluoromethoxy)-N-(3-(difluoromethoxy)benzyl)-N-methylnicotinamide